ClCC(=O)N1[C@@H](CCC1)CO 2-chloro-1-[(2S)-2-(hydroxymethyl)pyrrolidin-1-yl]ethanone